(2-fluoro-6-(2-methyl-1H-benzimidazol-5-yl)-4-propylphenyl)methanol FC1=C(C(=CC(=C1)CCC)C1=CC2=C(NC(=N2)C)C=C1)CO